6-[3-(4-fluoroanilino)-7,8-dihydro-5H-1,6-naphthyridin-6-yl]-5-methyl-pyridine-3-carbonitrile FC1=CC=C(NC=2C=NC=3CCN(CC3C2)C2=C(C=C(C=N2)C#N)C)C=C1